(R)-(3-Aminopiperidin-1-yl)(7-ethyl-2-(1-ethyl-1H-indol-2-yl)-1-methyl-1H-benzo[d]imidazol-5-yl)methanone, hydrochloride salt Cl.N[C@H]1CN(CCC1)C(=O)C1=CC2=C(N(C(=N2)C=2N(C3=CC=CC=C3C2)CC)C)C(=C1)CC